FC=1C=C(OCC2=NC3=CC=CC=C3N=C2)C=CC1C1=NN(C=C1C1=CC=NC=C1)CC(F)(F)F 2-{3-fluoro-4-[4-pyridin-4-yl-1-(2,2,2-trifluoro-ethyl)-1H-pyrazol-3-yl]-phenoxymethyl}-quinoxaline